1,2-dihydro-3H-naphtho[2,1-b]pyran-3-one C1C2=C(OC(C1)=O)C=CC1=CC=CC=C12